4-amino-1-(2-deoxy-beta-D-erythro-pentofuranosyl)-1,3,5-triazin-2(1H)-one NC1=NC(N(C=N1)[C@H]1C[C@H](O)[C@H](O1)CO)=O